1-(6,7-dihydro-5H-benzo[6,7]cyclohepta[1,2-c]pyridazin-3-yl)-N5-(3-fluoro-4-(4-(morpholin-4-yl)piperidin-1-yl)phenyl)-1H-1,2,4-triazole-3,5-diamine N1=NC(=CC2=C1C1=C(CCC2)C=CC=C1)N1N=C(N=C1NC1=CC(=C(C=C1)N1CCC(CC1)N1CCOCC1)F)N